(3R,5aS,6aR,6bS)-3-Phenyloctahydro-3H,5H-spiro[cyclopropa[3,4]pyrrolo[1,2-c]oxazole-6,4'-pyran]-5-one C1(=CC=CC=C1)[C@H]1OC[C@H]2N1C([C@H]1[C@@H]2C12CCOCC2)=O